4-fluoro-3-(N-methoxy(carbamoyl)phenyl)-3-(trifluoromethyl)benzamide FC=1C(CC(C(=O)N)=CC1)(C(F)(F)F)C1=C(C=CC=C1)C(NOC)=O